3-methyl-5-bromoisothiazole CC1=NSC(=C1)Br